C(C)C(C(=O)[O-])(CCCCCCC)CC.[Nd+3].C(C)C(C(=O)[O-])(CCCCCCC)CC.C(C)C(C(=O)[O-])(CCCCCCC)CC neodymium 2,2-diethylnonanoate